Methyl 3-(6,7-dimethyl-3-oxo-4-((2S,3S,4R)-2,3,4,5-tetrahydroxypentyl)-3,4-dihydroquinoxaline-2-carboxamido)cyclopentane-1-carboxylate CC=1C=C2N(C(C(=NC2=CC1C)C(=O)NC1CC(CC1)C(=O)OC)=O)C[C@@H]([C@@H]([C@@H](CO)O)O)O